2-(3-ethoxycarbonylphenyl)-3,4-dihydroisoquinoline C(C)OC(=O)C=1C=C(C=CC1)N1CC2=CC=CC=C2CC1